2-ethoxy-2-[3-(3-methoxyazetidin-1-yl)phenyl]-N-[5-[[(3R)-1-pyridazin-3-ylpyrrolidin-3-yl]amino]-1,3,4-thiadiazol-2-yl]acetamide C(C)OC(C(=O)NC=1SC(=NN1)N[C@H]1CN(CC1)C=1N=NC=CC1)C1=CC(=CC=C1)N1CC(C1)OC